4-(((2r,5r)-1-(2-(6-(2-cyano-4-fluorobenzyl)-3,3-dimethyl-5-oxo-2,3,4,5-tetrahydro-1H-pyrrolo[3,2-b]pyridin-1-yl)-2-oxoethyl)-5-methylpiperazin-2-yl)methyl)morpholine-2-carboxamide C(#N)C1=C(CC2=CC3=C(NC2=O)C(CN3C(CN3[C@H](CN[C@@H](C3)C)CN3CC(OCC3)C(=O)N)=O)(C)C)C=CC(=C1)F